ClC1=CC=C(CS(=O)C=2OC3=C(N2)C=CC=C3C(=O)O)C=C1 2-((4-chlorobenzyl)sulfinyl)benzo[d]oxazole-7-carboxylic acid